C12(CC3CC(CC(C1)C3)C2)C(=O)OCC(S(=O)(=O)[O-])(F)F.[SH+]2CCCC2 1-tetrahydrothiophenium 2-[(adamantane-1-carbonyl)oxy]-1,1-difluoroethanesulfonate